2-bromo-1-(2-chloroethoxy)-4-fluorobenzene BrC1=C(C=CC(=C1)F)OCCCl